racemic-2-methyl-1-(pyridin-2-yl)propan-1-ol CC([C@@H](O)C1=NC=CC=C1)C |r|